but-1,4-diyl-bis(2',4',6'-trimethyl-[1,1'-biphenyl]-2-ol) C(CCCC1=C(C(=CC=C1)C1=C(C=C(C=C1C)C)C)O)C1=C(C(=CC=C1)C1=C(C=C(C=C1C)C)C)O